tridecafluoro-octyl-silane FC(C(C(C(C([SiH3])(F)F)(F)F)(F)F)(F)F)(CCC(F)(F)F)F